3-Cyclohexyl-2-(thiophen-2-ylsulfonyl)-2-azaspiro[4.4]nonane C1(CCCCC1)C1N(CC2(C1)CCCC2)S(=O)(=O)C=2SC=CC2